N1=CN=CC2=NC3=C(N=C12)C=CS3 thienopteridine